tert-Butyl (3R)-3-((5-(2-(4-bromo-6-chloro-1-(tetrahydro-2H-pyran-2-yl)-1H-indazol-5-yl)ethyl)oxazol-2-yl)((tert-butyldimethylsilyl)oxy)methyl)piperidine-1-carboxylate BrC1=C2C=NN(C2=CC(=C1CCC1=CN=C(O1)C([C@H]1CN(CCC1)C(=O)OC(C)(C)C)O[Si](C)(C)C(C)(C)C)Cl)C1OCCCC1